CS(=O)(=O)C1=NC=C(C=N1)C=1N=NN(C1)C(C(=O)O)CCCC (4-(2-(methylsulfonyl)pyrimidin-5-yl)-1H-1,2,3-triazol-1-yl)hexanoic acid